3-(5-Chloro-1-methyl-4-((9-neopentyl-3,9-diazaspiro[5.5]undecan-3-yl)methyl)-1H-pyrazol-3-yl)-5-methylisoxazole ClC1=C(C(=NN1C)C1=NOC(=C1)C)CN1CCC2(CC1)CCN(CC2)CC(C)(C)C